C(C1=CC=CC=C1)OC([C@H](CC1=CC=C(COC(=O)C2=CC3=C(N=C(O3)C3=CC(=CC(=C3)Cl)Cl)C=C2)C=C1)NC(=O)OC(C)(C)C)=O.ClC1=CC=C(C=C1)\C=C\C(=O)C1=C(C=C(C=C1)OC)O 4-chloro-2'-hydroxy-4'-methoxychalcone (S)-4-(3-(Benzyloxy)-2-((Tert-Butoxycarbonyl)Amino)-3-Oxopropyl)Benzyl-2-(3,5-Dichlorophenyl)Benzo[d]Oxazole-6-Carboxylate